2-chloro-4-((3-(4-(cyanomethoxy)-2,3-difluorophenyl)imidazo[1,2-a]pyrazin-8-yl)amino)benzoic acid ClC1=C(C(=O)O)C=CC(=C1)NC=1C=2N(C=CN1)C(=CN2)C2=C(C(=C(C=C2)OCC#N)F)F